[N+](=O)([O-])C1=CC=C(COC(NC2=C(C=C(C=C2)N(C)CC=2SC(=CC2)Cl)Cl)=O)C=C1 {2-Chloro-4-[(5-chloro-thiophen-2-ylmethyl)-(methyl)amino]-phenyl}-carbamic acid 4-nitrobenzyl ester